1-(hydroxymethyl)cyclobutan-1-ol OCC1(CCC1)O